N-(2-((R)-4-cyanothiazolidin-3-yl)-2-oxoethyl)-6-((RS)-tetrahydrofuran-3-yl)quinoline-4-carboxamide C(#N)[C@H]1N(CSC1)C(CNC(=O)C1=CC=NC2=CC=C(C=C12)[C@@H]1COCC1)=O |&1:22|